BrCCC/C=C(/C(=O)O[C@@H]1[C@H](NCCC1)\C=C\CN1C=NC2=C1C=C(C=C2C)Cl)\CC (2R,3S)-2-((E)-3-(6-chloro-4-methyl-1H-benzo[d]imidazol-1-yl)prop-1-en-1-yl)piperidin-3-ol (E)-3-bromopropylEthyl-acrylate